3-(5-(1,3,4-oxadiazol-2-yl)pyridin-3-yl)phenyl cyclohexyl(methyl)carbamate C1(CCCCC1)N(C(OC1=CC(=CC=C1)C=1C=NC=C(C1)C=1OC=NN1)=O)C